3-[2-Chloro-4-(2-oxa-6-azaspiro[3.3]heptan-6-ylmethyl)anilino]-5-(methylamino)-6-(3-methylimidazo[4,5-c]pyridin-7-yl)pyrazin ClC1=C(NC=2C=NC(=C(N2)NC)C=2C3=C(C=NC2)N(C=N3)C)C=CC(=C1)CN1CC3(COC3)C1